(3R,4R)-4-(((3-Isopropyl-7-((naphthalen-1-ylmethyl)amino)pyrazolo[1,5-a]pyrimidin-5-yl)amino)methyl)piperidin-3-ol C(C)(C)C=1C=NN2C1N=C(C=C2NCC2=CC=CC1=CC=CC=C21)NC[C@@H]2[C@H](CNCC2)O